(R)-2,7-dimethoxy-2,3-dihydro-1H-pyrrolizine-6-carboxylic acid CO[C@@H]1CC2=C(C(=CN2C1)C(=O)O)OC